C1CCCC2OCCOCCOC3=C(OC=COC=COC21)C=CC=C3 octahydrodibenzo[b,k][1,4,7,10,13,16]hexaoxacyclooctadecin